(1RS,3RS)-5'-Bromo-4'-chloro-1',2'-dihydrospiro[cyclopentane-1,3'-pyrrolo[2,3-b]pyridine]-3-carboxylic Acid BrC=1C(=C2C(=NC1)NC[C@]21C[C@@H](CC1)C(=O)O)Cl |r|